(S)-6-(4-((methylsulfonyl)methyl)phenyl)-4-(piperidin-3-ylamino)pyrido[3,2-d]pyrimidine-8-carboxamide CS(=O)(=O)CC1=CC=C(C=C1)C=1C=C(C=2N=CN=C(C2N1)N[C@@H]1CNCCC1)C(=O)N